NC1=C(C(=NN1C1CC(C1)(F)F)C1=C2C=NNC2=C(C=C1)CNC(C1=C(C=CC(=C1)F)OC)=O)C#N N-((4-(5-amino-4-cyano-1-(3,3-difluorocyclobutyl)-1H-pyrazol-3-yl)-1H-indazol-7-yl)methyl)-5-fluoro-2-methoxybenzamide